N-((1R,2R,4S)-7-cyano-7-azabicyclo[2.2.1]heptan-2-yl)-4-(6-(1-cyanocyclopropyl)-2-pyridinyl)-2-(trifluoromethyl)benzamide C(#N)N1[C@H]2[C@@H](C[C@@H]1CC2)NC(C2=C(C=C(C=C2)C2=NC(=CC=C2)C2(CC2)C#N)C(F)(F)F)=O